N-(2-((4-(1H-indol-3-yl)-5-cyanopyrimidin-2-yl)amino)-5-(4-ethylpiperazin-1-yl)phenyl)acrylamide N1C=C(C2=CC=CC=C12)C1=NC(=NC=C1C#N)NC1=C(C=C(C=C1)N1CCN(CC1)CC)NC(C=C)=O